2-(3-methoxy-2,6-dimethylphenyl)-4-methyl-7-(pyrimidin-4-yl)-2,8-dihydro-9H-2,3,5,8-tetraazabenzo[cd]azulene-9-one COC=1C(=C(C(=CC1)C)N1C=C2C(NC(=CC=3C2=C1N=C(N3)C)C3=NC=NC=C3)=O)C